ClC1CNN2C1CN=CC=C2 3-chloro-tetrahydro-4H-pyrazolo[1,5-a][1,4]diazepine